BrC=1C(=NC(=NC1)NC1=C(C=C(C(=C1)OC)N1CCC(CC1)N(C)C)C)NC1=C(C=CC(=C1)F)C(C)(C)O 2-(2-((5-Bromo-2-((4-(4-(dimethylamino)piperidin-1-yl)-5-methoxy-2-methylphenyl)amino)pyrimidine-4-yl)amino)-4-fluorophenyl)propan-2-ol